2-(4-((2S,5R)-5-ethyl-2-methylpiperazin-1-yl)-1-methyl-2-oxo-1,2-dihydropyrazolo[1,5-a][1,3,5]triazin-7-yl)acetonitrile C(C)[C@H]1NC[C@@H](N(C1)C1=NC(N(C=2N1N=C(C2)CC#N)C)=O)C